1-benzyl-3-methyl-pyridinium C(C1=CC=CC=C1)[N+]1=CC(=CC=C1)C